(R)-3-(azetidin-1-yl)-5,6,6a,7,9,10-hexahydro-8H-pyrazino[1,2-a]pyrido[3,2-e]pyrazin N1(CCC1)C1=CC=2NC[C@@H]3N(C2N=C1)CCNC3